adamantyl borate B(OC12CC3CC(CC(C1)C3)C2)([O-])[O-]